NC1=NC=C(C=N1)C=1N=C(C2=C(N1)C(=C(S2)CN2CCN(CC2)C([C@H](C)O)=O)C)N2CCOCC2 (S)-1-(4-((2-(2-aminopyrimidin-5-yl)-7-methyl-4-morpholinothiopheno[3,2-d]pyrimidin-6-yl)methyl)piperazin-1-yl)-2-hydroxypropan-1-one